4-amino-2-methyl-N-(5-methylthiazol-2-yl)benzamide NC1=CC(=C(C(=O)NC=2SC(=CN2)C)C=C1)C